2-(1H-imidazol-4-yl)imidazo[4,5-d]Pyrrolo[2,3-b]Pyridine N1C=NC(=C1)C=1N=C2C(=C3C(N=C2)=NC=C3)N1